methyloltrichlorosilane C(O)[Si](Cl)(Cl)Cl